3-[[6-[3-(Difluoromethyl)-4-fluoro-phenyl]pyrazolo[4,3-b]pyridin-1-yl]methyl]benzonitrile FC(C=1C=C(C=CC1F)C=1C=C2C(=NC1)C=NN2CC=2C=C(C#N)C=CC2)F